C(C(=C)C)(=O)OCCCCOC(C(=C)C)=O butylene glycol dimethacrylate